2-(4-fluoro-3-(trifluoromethyl)phenoxy)butanoic acid FC1=C(C=C(OC(C(=O)O)CC)C=C1)C(F)(F)F